N-(6,8-dimethyl-1-isoquinolyl)-6-(3-methyl-1,2,4-oxadiazol-5-yl)-N-[(3R)-3-piperidyl]pyridine-3-carboxamide CC=1C=C2C=CN=C(C2=C(C1)C)N(C(=O)C=1C=NC(=CC1)C1=NC(=NO1)C)[C@H]1CNCCC1